N,N-dimethyl-(2,4,6-trimethylaniline) CN(C1=C(C=C(C=C1C)C)C)C